diethyl 2-(piperidin-4-ylmethyl)malonate acetic acid salt C(C)(=O)O.N1CCC(CC1)CC(C(=O)OCC)C(=O)OCC